ClC1=C(C=NN(C1=O)C1CCN(CC1)S(=O)(=O)N(CCOC)C1=CC=C(C=C1)C#N)NC[C@@H]1COCCC1 (R)-4-(5-chloro-6-oxo-4-(((tetrahydro-2H-pyran-3-yl)methyl)amino)pyridazin-1(6H)-yl)-N-(4-cyanophenyl)-N-(2-methoxyethyl)piperidine-1-sulfonamide